C(C(=C)C)(=O)OCCOP(OCCOC(C(=C)C)=O)(O)=O di[2-(methacryloyloxy)ethyl]phosphoric acid